C1(=CC=CC=2NC3=C(C21)C=CC=C3)C(CCCCC)C=3C(NN=NC3CC)=NC3=CC=CC=C3 dibenzoAzolyl-phenyl-ethyl-hexyl-iminotriazine